C(C)OC=1C=C(C=C(C1)OC)C1=CC(=NN1CC1=C(C=CC=C1)OCC)CO [5-(3-Ethoxy-5-methoxyphenyl)-1-[(2-ethoxyphenyl)-methyl]-1H-pyrazol-3-yl]methanol